tert-butyl (R)-7-(5-((1-(tert-butoxycarbonyl)pyrrolidin-3-yl)(2-(trifluoromethoxy)ethyl)amino)pentyl)-3,4-dihydro-1,8-naphthyridine-1(2H)-carboxylate C(C)(C)(C)OC(=O)N1C[C@@H](CC1)N(CCCCCC1=CC=C2CCCN(C2=N1)C(=O)OC(C)(C)C)CCOC(F)(F)F